FC1=C(C=CC(=C1O)F)NC(C)C=1C=C(C=C2C(N(C(=NC12)N1CC2=CC=CC=C2C1)C)=O)C 8-(1-((2,4-difluoro-3-hydroxyphenyl)amino)ethyl)-2-(isoindolin-2-yl)-3,6-dimethyl-quinazolin-4(3H)-one